C(CCCCCCC(=O)OCCC(CCCCC)CCCCC)(=O)OCC(COC(CCC(OCCCC\C=C/CC)OCCCC\C=C/CC)=O)COC(=O)OCC1CN(CCC1)CC 1-(3-((4,4-bis(((Z)-oct-5-en-1-yl)oxy)butanoyl)oxy)-2-(((((1-ethylpiperidin-3-yl)methoxy)carbonyl)oxy)methyl)propyl) 8-(3-pentyloctyl) octanedioate